N-[5-(1-carbamimidoyl-1,2,3,6-tetrahydro-pyridin-4-yl)-pyrazin-2-yl]-N'-(4-guanidinomethyl-phenyl)-terephthalamide C(N)(=N)N1CCC(=CC1)C=1N=CC(=NC1)NC(C1=CC=C(C(=O)NC2=CC=C(C=C2)CNC(=N)N)C=C1)=O